1-(3-((4-((3-(hydroxy-methyl)phenyl)amino)-pyrido[3,4-d]pyrimidin-6-yl)oxy)azetidin-1-yl)prop-2-en-1-one OCC=1C=C(C=CC1)NC=1C2=C(N=CN1)C=NC(=C2)OC2CN(C2)C(C=C)=O